BrC=1C=NN2C1N=CC=C2 3-bromopyrazolo[1,5-a]pyrimidine